pyrido[2,3-d]pyrimidine-2,4-diamine methanesulfonate CS(=O)(=O)O.N1=C(N=C(C2=C1N=CC=C2)N)N